3-(6-Chloropyrimidin-4-yl)-5-(difluoromethyl)-6-fluoro-pyrazolo[1,5-a]Pyrimidine-2-amine ClC1=CC(=NC=N1)C=1C(=NN2C1N=C(C(=C2)F)C(F)F)N